ClC1=CC(=C(CN2N=C(C=C2)[C@@H]([C@@](CN2N=NN=C2)(O)C2=C(C=C(C=C2)F)F)C)C(=C1)F)F (2R,3S)-3-(1-(4-chloro-2,6-difluorobenzyl)-1H-pyrazol-3-yl)-2-(2,4-difluorophenyl)-1-(1H-tetrazol-1-yl)butan-2-ol